(2s,5'r)-7-chloro-6-(2-hydroxyethoxy)-3',4-dimethoxy-5'-methyl-spiro[benzofuran-2,4'-cyclohex-2-ene]-1',3-dione ClC1=C(C=C(C=2C([C@]3(C(=CC(C[C@H]3C)=O)OC)OC21)=O)OC)OCCO